C(C1=CC=CC=C1)OC=1C=C2C(=C(N(C2=CC1)CC1=CC=C(C=C1)CCO)C1=CC=C(C=C1)OC)C 2-(4-((5-(benzyloxy)-2-(4-methoxyphenyl)-3-methyl-1H-indol-1-yl)methyl)phenyl)ethan-1-ol